CC=1C(=NC(=NC1)NC1=CC2=C(NC(CCC2)=O)C=C1)NN1C(OC2=C1C=CC=C2)=O (5-methyl-2-(2-oxo-2,3,4,5-tetrahydro-1H-benzo[b]azepin-7-ylamino)pyrimidin-4-ylamino)benzo[d]oxazol-2(3H)-one